2-((2-(1H-indol-3-yl)ethyl)amino)-7,8-dihydropyrido[4,3-d]pyrimidine-6(5H)-carboxylic acid tert-butyl ester C(C)(C)(C)OC(=O)N1CC2=C(N=C(N=C2)NCCC2=CNC3=CC=CC=C23)CC1